NC=1N=C2C=C(C=NC2=C(C1)N[C@@](CO)(CCCC)C)O (R)-6-amino-8-((1-hydroxy-2-methylhexan-2-yl)amino)-1,5-naphthyridin-3-ol